benzyl 4-azido-4-(4-chloro-3-fluoro-phenyl)piperidine-1-carboxylate N(=[N+]=[N-])C1(CCN(CC1)C(=O)OCC1=CC=CC=C1)C1=CC(=C(C=C1)Cl)F